CC1=CC=CC(=N1)C1=CC=CC=2N=C(SC21)N 7-(6-methylpyridin-2-yl)benzo[d]thiazol-2-amine